(2S,5R)-1-(3'-chloro-[1,1'-biphenyl]-4-carbonyl)-5-(2-chlorophenyl)pyrrolidine-2-carboxylic acid ClC=1C=C(C=CC1)C1=CC=C(C=C1)C(=O)N1[C@@H](CC[C@@H]1C1=C(C=CC=C1)Cl)C(=O)O